ClC1=C(C=CC=C1C=1N=C(C(=NC1)CN(C)CC1CCC(N1)=O)NC)C1=C(C(=CC=C1)C=1N=C(C(=NC1)CN(C)CC1CCC(N1)=O)NC)Cl S'(S)-5,5'-(((((2,2'-dichloro-[1,1'-biphenyl]-3,3'-diyl)bis(3-(methylamino)pyrazine-5,2-diyl))bis(methylene))bis(methylazanediyl))bis(methylene))bis(pyrrolidin-2-one)